C1(CC1)C1=C(C=C(C=N1)CC#N)F 2-(6-cyclopropyl-5-fluoropyridin-3-yl)acetonitrile